FC(C(C)(O)C)(C1=CC(=CC=C1)[C@@H](C)NC=1C2=C(N=C(N1)C)C(=NC(=C2)S(=O)(=O)C)C)F 1,1-difluoro-1-{3-[(1R)-1-{[6-(methanesulfonyl)-2,8-dimethylpyrido[3,4-d]pyrimidin-4-yl]amino}ethyl]phenyl}-2-methylpropan-2-ol